C(\C=C\C(=O)O)(=O)O.C(C)N(C(C1=CC=CC(=C1)F)=O)C(C)C N-ethyl-5-fluoro-N-isopropylbenzamide fumarate